N-(1,3-dihydroxypropane-2-yl)-1-(4-(3-((1r,7r)-3,5-dimethyladamantan-1-yl)ureido)-3-fluorobenzyl)piperidine-4-carboxamide OCC(CO)NC(=O)C1CCN(CC1)CC1=CC(=C(C=C1)NC(=O)NC12CC3(CC(CC(C1)C3)(C2)C)C)F